OCC1(COCC2=C1C=CC(=C2)C(F)(F)F)O 4-(hydroxymethyl)-7-(trifluoromethyl)-3,4-dihydro-1H-2-benzopyran-4-ol